ClC1=C(SC=2C1=NC(=CC2O)Cl)[C@H]2CC=CC[C@@H]2NC(OC(C)(C)C)=O tert-butyl ((1S,6S)-6-(3,5-dichloro-7-hydroxythieno[3,2-b]pyridin-2-yl)cyclohex-3-en-1-yl)carbamate